N[C@@H]1CC(N(C1)C1=CC=C(C=C1)S(=O)(=O)N1CCN(CC1)C1=NC(=CC(=C1)C(F)(F)C1CNC1)Cl)=O (4R)-4-amino-1-[4-[4-[4-[azetidin-3-yl(difluoro)methyl]-6-chloro-2-pyridyl]piperazin-1-yl]sulfonylphenyl]pyrrolidin-2-one